COC(=O)C1N=C(CC1)OC 5-methoxy-3,4-dihydro-2H-pyrrole-2-carboxylic acid methyl ester